N1=C(C=CC=C1)N1CC(C1)N 1-(pyridin-2-yl)azetidin-3-amine